S[C@H](C(=O)O)CC (S)-2-MERCAPTOBUTANOIC ACID